3-((3-(3-((difluoromethyl)thio)-8-(((3R,4S)-4-fluoropyrrolidin-3-yl)amino)imidazo[1,2-a]pyridin-2-yl)prop-2-yn-1-yl)amino)-4-methoxy-N-methylbenzamide FC(SC1=C(N=C2N1C=CC=C2N[C@@H]2CNC[C@@H]2F)C#CCNC=2C=C(C(=O)NC)C=CC2OC)F